N1(CC=CC1)C=1C=C(C=NC1)C=1N=NN(C1)CC1=CC=C2C=C(N(C2=C1)C(=O)OC(C)(C)C)CN1CCC(CC1)(C)C Tert-butyl 6-((4-(5-(2,5-dihydro-1H-pyrrol-1-yl)pyridin-3-yl)-1H-1,2,3-triazol-1-yl)methyl)-2-((4,4-dimethylpiperidin-1-yl)methyl)-1H-indole-1-carboxylate